N[C@@H](CO)C(=O)[O-].[Na+] sodium serinate